diethyl-[3-(tert-butoxycarbonylamino) propyl]-4-chloro-pyrazole-3,5-dicarboxylate C(C)C1(N(N(C(=C1Cl)C(=O)[O-])CCCNC(=O)OC(C)(C)C)CC)C(=O)[O-]